C(C1=CC=CC=C1)OC=1C=C2C(=NN(C2=CC1)CC(C(=O)OCC(F)(F)F)(C)C)C1=CC=CC=C1 2,2,2-Trifluoroethyl 3-(5-(benzyloxy)-3-phenyl-1H-indazol-1-yl)-2,2-dimethylpropanoate